FC(C=1C=C(C=C(C1)C(F)(F)F)N(C(OC(C)(C)C)=O)C)(F)F tert-butyl [3,5-bis(trifluoromethyl)phenyl](methyl)carbamate